ClC1=[N+](C=C(C=C1)C(C)OC1CCOCC1)[O-] chloro-5-(1-((tetrahydro-2H-pyran-4-yl)oxy)ethyl)pyridine 1-oxide